CN1CC2CCC(C1)N2C(=O)OC2=CC=C(C=C2)[N+](=O)[O-] 4-Nitrophenyl 3-methyl-3,8-diazabicyclo[3.2.1]octane-8-carboxylate